ethyl-triphenylphosphine bistrifluoromethanesulfonimide salt [N-](S(=O)(=O)C(F)(F)F)S(=O)(=O)C(F)(F)F.C(C)C1=C(C=CC=C1)P(C1=CC=CC=C1)C1=CC=CC=C1